FC(C)(CCCCCC)F 2,2-difluorooctane